1-methyl-1H-pyrazolo[3,4-d]pyrimidine-4-carboxylic acid CN1N=CC=2C1=NC=NC2C(=O)O